O=C1NC(CCC1N1C(C2=CC=CC(=C2C1=O)NCCOCCOCCOCCNC(CN1CCN(CC1)CCNC(=O)C=1C(OC2=CC=C(C=C2C1)O)=O)=O)=O)=O N-(2-(4-(14-((2-(2,6-dioxopiperidin-3-yl)-1,3-dioxoisoindolin-4-yl)amino)-2-oxo-6,9,12-trioxa-3-azatetradecyl)piperazin-1-yl)ethyl)-6-hydroxy-2-oxo-2H-chromene-3-carboxamide